5-amino-1H-1,2,4-triazole NC1=NC=NN1